CC1=CC=C(C=C1)S(=O)(=O)OC=1C=C(C=CC1)NC(=O)NC1=CC(=CC=C1)OS(=O)(=O)C1=CC=C(C)C=C1 N,N'-di-[3-(4-toluenesulfonyloxy)phenyl]urea